C1C=C[C@H]([C@H]2C1=NC3=C(N2)CC=C[C@H]3C(=O)O)C(=O)O The molecule is a member of the class of phenazines that is 1,4,5,5a,6,9-hexahydrophenazine substituted at positions 1 and 6 by carboxy groups (the 1R,5aS,6R-diastereomer). It has a role as a bacterial metabolite. It is a member of phenazines and an amino dicarboxylic acid. It is a conjugate acid of a (1R,5aS,6R)-1,4,5,5a,6,9-hexahydrophenazine-1,6-dicarboxylate.